C(C1=CC=CC=C1)OC=1C(=CC(=C(C1)NC(C)=O)Cl)Cl N-(5-(benzyloxy)-2,4-dichlorophenyl)acetamide